(3R)-3-[(1-cyclopropyl-1H-pyrazol-4-yl)amino]piperidine-1-carboxylic acid tert-butyl ester C(C)(C)(C)OC(=O)N1C[C@@H](CCC1)NC=1C=NN(C1)C1CC1